N-(5-(cis-2,6-dimethylmorpholino)-4'-((4-((S)-3-methylmorpholino)-6-(methylsulfonyl)pyridin-2-yl)amino)-[2,3'-bipyridin]-6'-yl)acetamide C[C@@H]1O[C@@H](CN(C1)C=1C=CC(=NC1)C=1C=NC(=CC1NC1=NC(=CC(=C1)N1[C@H](COCC1)C)S(=O)(=O)C)NC(C)=O)C